((2S,5R)-2-(2-methoxyethyl)-5-methyl-4-(1-(quinoxalin-6-yl)ethyl)piperazin-1-yl)-4-methyl-2-(tetrahydro-2H-pyran-2-yl)-2,4-dihydro-5H-pyrazolo[4,3-b]pyridin-5-one COCC[C@@H]1N(C[C@H](N(C1)C(C)C=1C=C2N=CC=NC2=CC1)C)C=1N(N=C2C1N(C(C=C2)=O)C)C2OCCCC2